(S)-4-((R)-4-benzyl-2-oxooxazolidin-3-yl)-3-((benzyloxy)methyl)-4-oxobutanal C(C1=CC=CC=C1)[C@H]1N(C(OC1)=O)C([C@@H](CC=O)COCC1=CC=CC=C1)=O